FC=1C=C(C=CC1F)C=1N=C(SC1C1=CC(=CC=C1)F)NS(=O)(=O)C1=NC=C(C=C1C)NCC1=C(C(=CC=C1)OC)O N-(4-(3,4-difluorophenyl)-5-(3-fluorophenyl)thiazol-2-yl)-5-((2-hydroxy-3-methoxybenzyl)amino)-3-methylpyridine-2-sulfonamide